C(C)(C)(C)C1C=C(CC1)CC(C=O)C 3-(3-tert-butylcyclopent-1-en-1-yl)-2-methylpropanal